(R)-8-methoxy-6-(5-methyl-1H-imidazol-1-yl)-N-(1-(2-(trifluoromethyl)pyrimidin-5-yl)ethyl)quinazolin-4-amine COC=1C=C(C=C2C(=NC=NC12)N[C@H](C)C=1C=NC(=NC1)C(F)(F)F)N1C=NC=C1C